C(C)OC(=O)C1=CN(C(=C1)C)C[C@H](C)NC(=O)OC(C)(C)C (S)-1-(2-((tert-butoxycarbonyl)amino)propyl)-5-methyl-1H-pyrrole-3-carboxylic acid ethyl ester